ethyl 2-(4-((tert-butoxycarbonyl)amino)phenyl)-1-chloropiperidine-3-carboxylate C(C)(C)(C)OC(=O)NC1=CC=C(C=C1)C1N(CCCC1C(=O)OCC)Cl